C(C(C)(C)C)(=O)SCCN S-pivaloyl-cysteamine